2-(difluoromethyl)-8,9-dimethyl-7-(3-(1-(oxetan-3-yl)-1H-pyrazol-4-yl)-7,8-dihydro-1,6-naphthyridin-6(5H)-yl)-4H-pyrimido[1,2-b]pyridazin-4-one FC(C=1N=C2N(N=C(C(=C2C)C)N2CC=3C=C(C=NC3CC2)C=2C=NN(C2)C2COC2)C(C1)=O)F